C1=CC=CC=2OC3=C(OC21)C=CC=C3 dibenzo[b,e][1,4]dioxin